4-(2-propyl-1H-benzo[d]imidazol-1-yl)thiophene-2-carboxamide C(CC)C1=NC2=C(N1C=1C=C(SC1)C(=O)N)C=CC=C2